OC1=C2[C@H]3[C@H](C(OC2=CC(=C1)C(C(=O)OCCCCN1CCOCC1)(C)C)(C)C)CC=C(C3)C 4-morpholinobutyl 2-((6aR,10aR)-1-hydroxy-6,6,9-trimethyl-6a,7,10,10a-tetrahydro-6H-benzo[c]chromen-3-yl)-2-methylpropanoate